CC1=C(C=CC(=C1)C)[C@@H]([C@H](C)O)C (2S,3S)-3-(2,4-dimethylphenyl)butan-2-ol